[Ir].C1(=CC=CC=C1)C1=NC(=C(N=C1C1=CC=CC=C1)C1=CC=CC=C1)C(C(C(C)(C)C)=O)(C(C(C)(C)C)=O)C1=C(N=C(C(=N1)C1=CC=CC=C1)C1=CC=CC=C1)C1=CC=CC=C1 Bis(2,3,5-triphenylpyrazinyl)(dipivaloylmethane) iridium